N-(3-(2-methoxy-3-(1-((1R,2R)-2-methoxycyclopentyl)-1H-pyrazol-4-yl)phenyl)-1-methyl-1H-pyrazolo[3,4-c]pyridin-5-yl)cyclopropanecarboxamide COC1=C(C=CC=C1C=1C=NN(C1)[C@H]1[C@@H](CCC1)OC)C1=NN(C2=CN=C(C=C21)NC(=O)C2CC2)C